ClC1=CC(=C(COC=2C=CC(=C(C2)C=2CCN(CC2)CC2=NC3=C(N2C[C@H]2OCC2)C=C(C=C3)C(=O)O)F)C=C1)F (S)-2-((4-(5-((4-chloro-2-fluorobenzyl)oxy)-2-fluorophenyl)-3,6-dihydropyridin-1(2H)-yl)methyl)-1-(oxetan-2-ylmethyl)-1H-benzo[d]imidazole-6-carboxylic acid